6-[1-(azetidin-3-yl)pyrazol-4-yl]-4-chloro-7-(4-fluoro-2-methoxy-phenyl)pyrazolo[1,5-a]pyrazine N1CC(C1)N1N=CC(=C1)C=1N=C(C=2N(C1C1=C(C=C(C=C1)F)OC)N=CC2)Cl